(S)-3-((S)-sec-butyl)-4-(3-hydroxy-3-methylbutanoyl)-1,3,4,5-tetrahydro-2H-benzo[e][1,4]diazepin-2-one [C@H](C)(CC)[C@@H]1N(CC2=C(NC1=O)C=CC=C2)C(CC(C)(C)O)=O